ClC=1C=C(C(=NC1)OC1CC1)C[C@H]1C(N(CCCC\C=C/C[C@@H](C(N[C@H](C(N1C)=O)CC(C)C)=O)NC)C)=O (3S,6S,9S,Z)-3-((5-chloro-2-cyclopropoxypyridin-3-yl)methyl)-6-isobutyl-1,4-dimethyl-9-(methylamino)-1,4,7-triazacyclohexadec-11-ene-2,5,8-trione